2-(4-Methylphenoxy)-N-(1H-pyrazol-3-yl)-N-(tetrahydrothiophen-2-ylmethyl)acetamide CC1=CC=C(OCC(=O)N(CC2SCCC2)C2=NNC=C2)C=C1